C(C)(C)(C)OC(=O)N1C[C@H](N(CC1)CC1CC1)CC (R)-4-Cyclopropylmethyl-3-ethylpiperazine-1-carboxylic acid tert-butyl ester